ClC=1C=C2C=CN(C2=C(C1)C1=C2C(=NC=C1)C=C(S2)CN2C(N(C(=CC2=O)OC)CC)=O)CC2(CCNCC2)C#N 4-((5-Chloro-7-(2-((3-ethyl-4-methoxy-2,6-dioxo-3,6-dihydropyrimidine-1(2H)-yl)methyl)thieno[3,2-b]pyridin-7-yl)-1H-indol-1-yl)methyl)piperidine-4-carbonitrile